tert-butyl [(2-{[(tert-butoxycarbonyl)amino]methyl}-4-fluoro-6-[(2-methoxyethoxy)methoxy]-2,3-dihydro-1H-inden-5-yl)({[(prop-2-en-1-yl)oxy]carbonyl}sulfamoyl)amino]acetate C(C)(C)(C)OC(=O)NCC1CC2=CC(=C(C(=C2C1)F)N(S(NC(=O)OCC=C)(=O)=O)CC(=O)OC(C)(C)C)OCOCCOC